CC1(OB(OC1(C)C)N1C(C2=CC=CC=C2CC1)=O)C (4,4,5,5-tetramethyl-1,3,2-dioxaborolan-2-yl)-3,4-dihydroisoquinolin-1(2H)-one